tert-butyl 3-((2-(((1R,3s,5S)-9-(ethylsulfonyl)-9-azabicyclo[3.3.1]nonan-3-yl)(methyl)amino)-6-(oxetan-3-ylmethoxy)pyrimidin-4-yl)amino)-5-methyl-1H-pyrazole-1-carboxylate C(C)S(=O)(=O)N1[C@H]2CC(C[C@@H]1CCC2)N(C2=NC(=CC(=N2)NC2=NN(C(=C2)C)C(=O)OC(C)(C)C)OCC2COC2)C